NC1=CC=2NC=3C=CC=CC3C2C(=N1)C 3-amino-1-methyl-5H-pyrido[4,3-b]indole